10-octadecene CCCCCCCCCC=CCCCCCCC